N-methyl-2-pyrrolidinone tert-butyl-(4-chloro-2-((cyclopropylamino)methyl)phenyl)carbamate C(C)(C)(C)N(C(O)=O)C1=C(C=C(C=C1)Cl)CNC1CC1.CN1C(CCC1)=O